CCCCCCCCC(CCCCCCCC)OC(CCCCCCCCC(=O)O)=O 10-(Heptadecan-9-yloxy)-10-oxodecanoic acid